divinylsuccinate C(=C)OC(CCC(=O)OC=C)=O